O1PC=CC=C1 Oxaphosphorin